N,N'-bis[(S)-1-(isopropoxycarbonyl) ethyl]-phosphorodiamidate C(C)(C)OC(=O)[C@H](C)NP([O-])(=O)N[C@@H](C)C(=O)OC(C)C